(3S)-N-cyclobutyl-3-{[1-cyclopentyl-5-(2-ethynylphenyl)-1H-pyrazol-3-yl]formamido}-5-(piperidin-1-yl)pentanamide C1(CCC1)NC(C[C@H](CCN1CCCCC1)NC(=O)C1=NN(C(=C1)C1=C(C=CC=C1)C#C)C1CCCC1)=O